6-chloro-8-fluoro-7-(2-fluorophenyl)quinazolin-4(3H)-one ClC=1C=C2C(NC=NC2=C(C1C1=C(C=CC=C1)F)F)=O